P(=O)(O)(O)O.OCC(N)(CO)CO tris(hydroxymethyl)-aminomethane phosphate